3-isopropylpyrazolo[1,5-a]pyridin-5-ol C(C)(C)C=1C=NN2C1C=C(C=C2)O